4-((S)-3-aminopiperidin-1-yl)-N-(6-(2-fluoro-6-methoxyphenyl)-5-nitropyridin-2-yl)-5-(1-(2,2,2-trifluoroethyl)-1H-pyrazol-4-yl)pyridin-2-amine hydrochloride Cl.N[C@@H]1CN(CCC1)C1=CC(=NC=C1C=1C=NN(C1)CC(F)(F)F)NC1=NC(=C(C=C1)[N+](=O)[O-])C1=C(C=CC=C1OC)F